(R)-methyl 3-bromo-4-(2-methylpiperidin-1-yl)-5-nitrobenzoate BrC=1C=C(C(=O)OC)C=C(C1N1[C@@H](CCCC1)C)[N+](=O)[O-]